2-(1-cyclopropyl-2-hydroxy-2-methylpropyl)-5,6-difluoro-7-(4-(5-methyl-1,3,4-oxadiazol-2-yl)phenyl)isoindolin-1-one C1(CC1)C(C(C)(C)O)N1C(C2=C(C(=C(C=C2C1)F)F)C1=CC=C(C=C1)C=1OC(=NN1)C)=O